1-(2,6-dimethylphenyl)naphthalene CC1=C(C(=CC=C1)C)C1=CC=CC2=CC=CC=C12